O=C1NC(CCC1N1C(C2=CC=C(C=C2C1)NC(=O)C=1C=C2C(=NC1)N(C=C2)C2COC2)=O)=O N-[2-(2,6-dioxopiperidin-3-yl)-1-oxo-3H-isoindol-5-yl]-1-(oxetan-3-yl)pyrrolo[2,3-b]pyridine-5-carboxamide